CC1=C(C=CC=C1)C1C(NC(C1C1=C(C=CC(=C1)Cl)F)CC(C)(C)C)C(=O)O 3-(2-methylphenyl)-4-(5-chloro-2-fluorophenyl)-5-neopentylpyrrolidine-2-carboxylic acid